Methyltetrahydrofuran CC1CCCO1